C[C@@H]1N(C2=CC=CC=C2[C@@H](C1)NC1=CC=C(C=C1)NC(CNC(=O)C1CCCCC1)=O)C(CC)=O N-(2-((4-(((2S,4R)-2-methyl-1-propionyl-1,2,3,4-tetrahydroquinolin-4-yl)amino)phenyl)amino)-2-oxoethyl)cyclohexane-1-carboxamide